((2-oxabicyclo[2.1.1]hexan-4-yl)methyl)-4-(5-(5-fluoro-2-methoxypyridin-4-yl)-1H-pyrazole-3-carbonyl)-4-azaspiro[2.5]octane-7-carboxamide C12OCC(C1)(C2)CC2CC21N(CCC(C1)C(=O)N)C(=O)C1=NNC(=C1)C1=CC(=NC=C1F)OC